O=C(CCC1=CC=C(C=C1)OC(\C=C\C1=CC=C(C=C1)OC)=O)C 4-(3-Oxobutyl)phenyl-(E)-3-(4-methoxyphenyl)acrylat